2-(4-(3-(2,4-dichlorophenyl)-2,3-dihydrobenzo[b][1,4]dioxin-5-yl)-2,5-difluorobenzyl)-1-(((S)-oxetan-2-yl)methyl)-1H-benzo[d]imidazole-6-carboxylic acid ClC1=C(C=CC(=C1)Cl)C1OC2=C(OC1)C=CC=C2C2=CC(=C(CC1=NC3=C(N1C[C@H]1OCC1)C=C(C=C3)C(=O)O)C=C2F)F